(2S,3R,4S,5R,6R)-2-((2-Hydroxy-1-(2-isopropylphenyl)-2-methylpropyl)thio)-6-(hydroxymethyl)-4-(4-(3,4,5-trifluorophenyl)-1H-1,2,3-triazol-1-yl)tetrahydro-2H-pyran-3,5-diol OC(C(C1=C(C=CC=C1)C(C)C)S[C@@H]1O[C@@H]([C@@H]([C@@H]([C@H]1O)N1N=NC(=C1)C1=CC(=C(C(=C1)F)F)F)O)CO)(C)C